lanthanum(III) bromide [Br-].[La+3].[Br-].[Br-]